C(CNC1=C(C=C(C(=O)N)C=C1)N)NC1=C(C=C(C(=O)N)C=C1)N (l)-4,4'-(ethane-1,2-diylbis(azanediyl))bis(3-aminobenzamide)